OC1=CC=C(C=C1)C=1OC(=NN1)C1=CC(=C(C(=C1)OCCCCC)OCCCCC)OCCCCC 2-(4-hydroxyphenyl)-5-(3,4,5-tripentyloxyphenyl)-1,3,4-oxadiazole